6-bromobenzene-1,2-diamine BrC=1C=CC=C(C1N)N